6-[2-cyano-4-(2-hydroxy-2-methylpropyloxy)phenyl]-4-{[(3S,5S)-5-fluoropiperidin-3-yl]amino}pyrido[3,2-d]pyrimidine-8-carboxamide C(#N)C1=C(C=CC(=C1)OCC(C)(C)O)C=1C=C(C=2N=CN=C(C2N1)N[C@@H]1CNC[C@H](C1)F)C(=O)N